5-(7-Chloroimidazo[1,2-a]pyridin-2-yl)-4-(2,2-diphenylethyl)-2,4-dihydro-3H-1,2,4-triazole-3-thione ClC1=CC=2N(C=C1)C=C(N2)C=2N(C(NN2)=S)CC(C2=CC=CC=C2)C2=CC=CC=C2